N-(4-(4-amino-3-(4-phenoxyphenyl)-1H-pyrazolo[3,4-d]pyrimidin-1-yl)cyclohexyl)-2-morpholinyl-acetamide NC1=C2C(=NC=N1)N(N=C2C2=CC=C(C=C2)OC2=CC=CC=C2)C2CCC(CC2)NC(CN2CCOCC2)=O